methyl 6-(2-chloro-4-methylphenyl)-2-(2-(4-methylpiperazin-1-yl) ethyl)-2H-indazole-4-carboxylate ClC1=C(C=CC(=C1)C)C=1C=C(C2=CN(N=C2C1)CCN1CCN(CC1)C)C(=O)OC